4-(4-chloro-3-cyclobutoxyphenoxy)-1H-1,2,3-triazole-5-carboxylic acid ClC1=C(C=C(OC=2N=NNC2C(=O)O)C=C1)OC1CCC1